[K+].C(=C)C=1C=C(C=CC1)B([O-])[O-].[K+] 3-vinylphenylboronic acid potassium salt